BrC1=CC(=C(CNC(=S)C=2C(=NC=C(C2)C)Cl)C=C1)F N-(4-Bromo-2-fluorobenzyl)-2-chloro-5-methylpyridine-3-carbothioamide